C1C(CCCC2CO2)O1 1,2:6,7-diepoxyheptane